(R)-N-(4-(chlorodifluoromethoxy)phenyl)-6-(3-hydroxypyrrolidin-1-yl)-5-(3-(4-Nitrophenyl)thioureido)nicotinamide ClC(OC1=CC=C(C=C1)NC(C1=CN=C(C(=C1)NC(=S)NC1=CC=C(C=C1)[N+](=O)[O-])N1C[C@@H](CC1)O)=O)(F)F